Nitro-4,5-bis(3-chloropropyloxy)benzonitrile [N+](=O)([O-])C1=C(C#N)C=C(C(=C1)OCCCCl)OCCCCl